C(C)N1C=NC2=C1N=NC=C2C2=CC(=C(C=C2)F)C=2C(=CC1=C(N(C=N1)C)C2)OC 7-ethyl-4-(4-fluoro-3-(5-methoxy-1-methyl-1H-benzo[d]imidazol-6-yl)phenyl)-7H-imidazo[4,5-c]pyridazine